C(C)(=O)N[C@@H](C(=O)N1[C@@H]([C@H]2[C@@H](C1)CCC2)C(=O)N[C@@H](C[C@@H]2C(NCC2)=O)\C=C(/S(=O)(=O)C)\F)C2=CC=CC=C2 (1S,3aS,6aR)-2-((R)-2-acetamido-2-phenylacetyl)-N-((S,Z)-4-fluoro-4-(methylsulfonyl)-1-((R)-2-oxopyrrolidin-3-yl)but-3-en-2-yl)octahydrocyclopenta[c]pyrrole-1-carboxamide